2-chloro-6,7-dimethoxy-N-(oxetan-3-yl)quinazolin-4-amine ClC1=NC2=CC(=C(C=C2C(=N1)NC1COC1)OC)OC